C(C)SN(C1=CC=C(C(=C1)C)[N+](=O)[O-])CC1=CC=C(C=C1)F (ethylthio)-N-(4-fluorobenzyl)-5-methyl-4-nitroaniline